CC=1C(=CC2=C(N(C(N2)=O)C2CCN(CC2)C)C1)C=1C=C(C=2N(C1)N=CN2)C 6-Methyl-5-(8-methyl-[1,2,4]triazolo[1,5-a]pyridin-6-yl)-1-(1-methylpiperidin-4-yl)-1,3-dihydro-2H-benzo[d]imidazol-2-on